C(C)OC(=O)N1CC2(CCC2)CC1 6-azaspiro[3.4]Octane-6-carboxylic acid ethyl ester